C(CCCCCC(C)C)(=O)OCCCCCCCCCCCCCCCCCCCCCCCCCCCCCCCCCC cetylstearyl isononanoate